BrC1=C(C=CC=C1I)CBr 2-bromo-1-(bromomethyl)-3-iodobenzene